C[C@H](CC(CCCN)C(=O)N)[C@H]1CC[C@@H]2[C@@]1(CC[C@H]3[C@H]2CC[C@H]4[C@@]3(CCCC4)C)C aminopropyl-5beta-cholanamide